C(C)(C)(C)OC(=O)N1[C@@H](CC(C[C@@H]1C)C(=O)O)C (2R,6S)-1-(tert-butoxycarbonyl)-2,6-dimethylpiperidine-4-carboxylic acid